[2-[4-(trifluoromethyl)phenyl]-4-pyridyl]methanamine hydrochloride Cl.FC(C1=CC=C(C=C1)C1=NC=CC(=C1)CN)(F)F